C(C)OC(/C(=C/C=1N=C(SC1)C(C)C)/N=[N+]=[N-])=O.C1(=CCCC=2OC3=C(C21)C=CC=C3)C=O (4H)-dibenzofuranformaldehyde ethyl-(Z)-2-azido-3-(2-isopropylthiazol-4-yl)prop-2-enoate